diazatribenzo[4,5:6,7:8,9]cyclonona[3,2,1-hi]indene, chloride salt [Cl-].C12N=NC3=CC=CC(=C13)C1=C(C3=C(C4=C2C=CC=C4)C=CC=C3)C=CC=C1